BrC=1C=C(C=CC1F)NC(=NO)C=1C(=NSN1)SCCNS(=O)(=O)NC(OC(C)(C)C)=O Tert-butyl (N-(2-((4-(N-(3-bromo-4-fluorophenyl)-N'-hydroxycarbamimidoyl)-1,2,5-thiadiazol-3-yl)thio)ethyl)sulfamoyl)carbamate